tert-butyl 2-(4-formyl-2,6-dimethylphenoxy)-2-methylpropionate C(=O)C1=CC(=C(OC(C(=O)OC(C)(C)C)(C)C)C(=C1)C)C